4-[[4-[[(3R,4R)-1-(2-cyanoacetyl)-4-methyl-3-piperidinyl]-methyl-amino]pyrrolo[2,3-d]pyrimidine-7-carbonyl]amino]benzoic acid C(#N)CC(=O)N1C[C@@H]([C@@H](CC1)C)N(C=1C2=C(N=CN1)N(C=C2)C(=O)NC2=CC=C(C(=O)O)C=C2)C